CC1(CCC=2C1=NC1=C(C2NC(=O)N=[S@](=O)(N)C2=NN(C(=C2)CO)CC)CCC1)C (R)-N'-((3,3-dimethyl-1,2,3,5,6,7-hexahydrodicyclopenta[b,e]pyridin-8-yl)carbamoyl)-1-ethyl-5-(hydroxymethyl)-1H-pyrazole-3-sulfonimidamide